4-chloro-3,5-difluorophenylboronic acid ClC1=C(C=C(C=C1F)B(O)O)F